2-Chloro-N-(4-((5-chloro-2-((6-methoxy-2-methyl-1,2,3,4-tetrahydroisoquinolin-7-yl)amino)pyrimidin-4-yl)amino)-3-(dimethylphosphoryl)phenyl)acetamide ClCC(=O)NC1=CC(=C(C=C1)NC1=NC(=NC=C1Cl)NC1=C(C=C2CCN(CC2=C1)C)OC)P(=O)(C)C